C1(=CC=CC=C1)NC1=C(C=C(C=C1)C1=CC=CC=C1)C(C)=O 1-(4-(phenylamino)-[1,1'-biphenyl]-3-yl)ethan-1-one